benzoic acid 2-amino-2-propenyl ester NC(COC(C1=CC=CC=C1)=O)=C